C(C(=C)C)(=O)OCC(COCCC[Si](O[Si](C)(C)C(C)(C)C)(O[Si](C)(C)C(C)(C)C)C)O 3-(3-(1,5-di-tert-butyl-1,1,3,5,5-pentamethyltrisiloxan-3-yl)propoxy)-2-hydroxypropyl methacrylate